C1(CC1)C=1C=NN(C1/C=C/C1CCNCC1)C1=C(C=CC=C1Cl)Cl (E)-4-(2-(4-cyclopropyl-1-(2,6-dichlorophenyl)-1H-pyrazol-5-yl)vinyl)piperidine